N[C@@H](CC(=O)OCC)C1=CC(=C(C=C1)OC)F (S)-ethyl 3-amino-3-(3-fluoro-4-methoxyphenyl)propanoate